CC1=NN=C(O1)C(=O)N 5-methyl-1,3,4-oxadiazole-2-carboxamide